4-[(E)-3-(4-Methylphenyl)prop-2-enoyl]benzoic acid CC1=CC=C(C=C1)/C=C/C(=O)C1=CC=C(C(=O)O)C=C1